ethyl (Z)-4-((4-bromo-2,5-dimethoxyphenethyl)amino)-2,3-dimethyl-4-oxobut-2-enoate BrC1=CC(=C(CCNC(\C(=C(/C(=O)OCC)\C)\C)=O)C=C1OC)OC